F[B-](F)(F)F.C[N+](=C(O)N(C)C)C N,N,N',N'-tetramethyluronium tetrafluoroborate